N-(2-hydroxyethyl)carbazole OCCN1C2=CC=CC=C2C=2C=CC=CC12